B(O)(O)CCCC[C@]1(NC[C@@H]2NCC[C@@H]21)C(=O)N[C@H](C(=O)O)C(C)C (S)-2-((3aS,4R,6aR)-4-(4-boronobutyl)octahydropyrrolo[3,4-b]pyrrole-4-carboxamido)-3-methylbutanoic acid